CCCCCCCCCCCCCCC(CCS(=O)(=O)[O-])[NH+](C)C 3-14-n-Tetradecyl-N,N-dimethyl-3-ammonio-1-propanesulfonate